COC([C@H](C[C@H]1C(NCC1)=O)NC(=O)[C@H]1NC[C@@H](C1)C1CCCCC1)=O.C(C)N(C1=CC=C(CC2=C(C=CC(=C2)O)S(=O)(=O)NC2=CC=C(C=C2)C)C=C1)CC (4-(diethylamino)benzyl)-4-hydroxy-N-(p-tolyl)benzenesulfonamide methyl-(2S)-2-[[(2S,4S)-4-cyclohexylpyrrolidine-2-carbonyl]amino]-3-[(3S)-2-oxopyrrolidin-3-yl]propanoate